C(CCCCCCCCCCCCCC)(=O)OCC(C)O 2-hydroxypropyl pentadecanoate